COC1=C(C=CC(=C1)C(F)(F)F)C=1C2=C(C(=NN1)[C@H](O)[C@H]1CN(CCC1)C)CCC2 (R)-(4-(2-methoxy-4-(trifluoromethyl)phenyl)-6,7-dihydro-5H-cyclopenta[d]pyridazin-1-yl)((R)-1-methylpiperidin-3-yl)methanol